2,2-dimethyl-7-(2-(3,3,3-trifluoropropyl)-7H-pyrrolo[2,3-d]pyrimidin-5-yl)chroman-4-one CC1(OC2=CC(=CC=C2C(C1)=O)C1=CNC=2N=C(N=CC21)CCC(F)(F)F)C